1-ETHYLCYCLOPROPANECARBOXYLIC ACID C(C)C1(CC1)C(=O)O